Ethyl 7-cyclopentyl-5-phenylpyrazolo[1,5-a]pyrimidine-2-carboxylate C1(CCCC1)C1=CC(=NC=2N1N=C(C2)C(=O)OCC)C2=CC=CC=C2